5-(3,5-Difluorophenoxy)-2-(4-methoxybenzyl)-4-methylbenzo[d]isothiazole FC=1C=C(OC=2C=CC3=C(CN(S3)CC3=CC=C(C=C3)OC)C2C)C=C(C1)F